C(CCCCC)(=O)OCC=C caproic acid, 2-propenyl ester